2-morpholino-4-((2-(trimethylsilyl)ethoxy)methoxy)aniline O1CCN(CC1)C1=C(N)C=CC(=C1)OCOCC[Si](C)(C)C